COC=1C(=CC=2CCN3C(C=4C=CC=CC4[C@@H]([C@@H]3C2C1)C(=O)O)=O)OC (13S,13aR)-2,3-dimethoxy-8-oxo-5,6,7,13,13a-pentahydroisoquinolino[2,1-b]isoquinoline-13-carboxylic acid